CN1S(CC(C1(C)C)=O)(=O)=O 2,3,3-trimethylisothiazolidin-4-one 1,1-dioxide